O=C1C2=C(N=C(N1)[C@H]1[C@@H](CC1)C1=NC=CC=N1)N(N=C2C#N)[C@H](C)C2=CC(=CC=C2)C(F)(F)F 4-oxo-6-((1R,2R)-2-(pyrimidin-2-yl)cyclobutyl)-1-((R)-1-(3-(trifluoromethyl)phenyl)ethyl)-4,5-dihydro-1H-pyrazolo[3,4-d]pyrimidine-3-carbonitrile